C(C)(C)C1=C2C=C(N=CC2=C(C=N1)N1[C@@H]([C@H](C1)CS(=O)(=O)C)C)NC1=NC(=NC=C1)N1C[C@H]([C@H](CC1)OC)O (3R,4S)-1-(4-(5-isopropyl-8-((2R,3S)-2-methyl-3-(methylsulfonylmethyl)azetidin-1-yl)-2,6-naphthyridin-3-ylamino)pyrimidin-2-yl)-4-methoxypiperidin-3-ol